1-(cyclopropylmethyl)-1H-pyrrolo-[3,2-c]-pyridine C1(CC1)CN1C=CC=2C=NC=CC21